ClC=1C(N(C(=CC1OC([2H])([2H])C1=NC=C(C=C1F)F)C)C1=CC(=NC=C1C)N1C(C(=NC=C1)C(C)(C)O)=O)=O rel-3-chloro-4-((3,5-difluoropyridin-2-yl)methoxy-d2)-2'-(3-(2-hydroxypropan-2-yl)-2-oxopyrazin-1(2H)-yl)-5',6-dimethyl-2H-[1,4'-bipyridin]-2-one